(5-bromo-2-fluoro-4-pyridyl)methanol BrC=1C(=CC(=NC1)F)CO